CS(=O)(=O)C(C)(C)C=1C=C(C=CC1)NC1=NC2=CC=CC=C2C=N1 N-(3-(2-(methylsulfonyl)propan-2-yl)phenyl)quinazolin-2-amine